((2S,5S)-2,3-dihydro-2,5-methanobenzo[f][1,4]oxazepin-4(5H)-yl)(1-methylcyclopentyl)methanone tert-butyl-3-((benzoyloxy)methyl)-1-oxa-8-azaspiro[4.5]decane-8-carboxylate C(C)(C)(C)OC(=O)N1CCC2(CC(CO2)COC(C2=CC=CC=C2)=O)CC1.O1[C@@H]2CN([C@H](C3=C1C=CC=C3)C2)C(=O)C2(CCCC2)C